C(C)[C@@H]1CN(CC[C@H]1OC1=CC=C(C=C1)C(C)C)C1=CC(N(C=2C=CC(=NC12)C#N)C)=O 8-((3R,4R)-3-Ethyl-4-(4-isopropylphenoxy)piperidin-1-yl)-5-methyl-6-oxo-5,6-dihydro-1,5-naphthyridin-2-carbonitril